(S)-8-(2-amino-6-((R)-1-(4'-ethoxy-3'-fluoro-[1,1'-biphenyl]-4-yl)-2,2,2-trifluoroethoxy)pyrimidin-4-yl)-2,8-diazaspiro[4.5]decane-3-carboxylic acid NC1=NC(=CC(=N1)N1CCC2(C[C@H](NC2)C(=O)O)CC1)O[C@@H](C(F)(F)F)C1=CC=C(C=C1)C1=CC(=C(C=C1)OCC)F